N,N-dimethyl-1-(10H-phenothiazin-10-yl)propan-2-amine CN(C(CN1C2=CC=CC=C2SC=2C=CC=CC12)C)C